N-(3-(4-Benzylpiperidin-1-yl)propyl)-1-(3-(4-methoxyphenyl)-1,2,4-oxadiazol-5-yl)piperidine-4-carboxamide formate C(=O)O.C(C1=CC=CC=C1)C1CCN(CC1)CCCNC(=O)C1CCN(CC1)C1=NC(=NO1)C1=CC=C(C=C1)OC